C(C)C=1C=CC(=C(C1)S(=O)(=O)NC1=NOC2=C1C(=CC(=C2)CN2N=CC=1CN(CCC12)C#CC)OC)OC 5-ethyl-2-methoxy-N-(4-methoxy-6-((5-propynyl-4,5,6,7-tetrahydro-1H-pyrazolo[4,3-c]pyridin-1-yl)methyl)benzo[d]isoxazol-3-yl)benzenesulfonamide